CC=1N(N=C2C(=NN=C(C21)C)N2CC(CCC2)C(=O)NCC=2C=NC=CC2)C2=CC=CC=C2 1-(3,4-dimethyl-2-phenyl-2H-pyrazolo[3,4-d]pyridazin-7-yl)-N-(pyridin-3-ylmethyl)piperidine-3-carboxamide